4-(2-chloro-4-fluorophenyl)-N-(2-chloro-6-fluorophenyl)-1,3-dimethyl-1H-pyrazol-5-amin ClC1=C(C=CC(=C1)F)C=1C(=NN(C1NC1=C(C=CC=C1F)Cl)C)C